ClC1=CC(=C(OC2=C(C=C(C=C2)N2C(CCC2=O)=O)C2=CN(C=3C(NC=CC32)=O)C)C=C1)C 1-(4-(4-chloro-2-methylphenoxy)-3-(1-methyl-7-oxo-6,7-dihydro-1H-pyrrolo[2,3-c]pyridin-3-yl)phenyl)pyrrolidine-2,5-dione